BrCC1=C(C(=O)OC)C=CC(=C1F)F Methyl 2-(bromomethyl)-3,4-difluorobenzoate